2,4-di-(2-pyridyl)-3,7-dimethyl-3,7-diaza-bicyclo[3.3.1]nonan-9-one N1=C(C=CC=C1)C1C2CN(CC(C(N1C)C1=NC=CC=C1)C2=O)C